COC(=O)C=1C(N(C2=CC(=CC=C2C1N)C(F)(F)F)C1C=2C=CN=CC2CCC1)=O 4-Amino-2-oxo-1-(5,6,7,8-tetrahydroisoquinolin-5-yl)-7-(trifluoromethyl)-1,2-dihydroquinoline-3-carboxylic acid methyl ester